tris(hydroxyisopropyl)-hexamethylenediamine OC(C)(C)NCCCCCCN(C(C)(C)O)C(C)(C)O